2-(4-fluorophenyl)-N-(tetrahydrofuran-3-ylmethyl)benzotriazol-5-amine FC1=CC=C(C=C1)N1N=C2C(=N1)C=CC(=C2)NCC2COCC2